tertbutyl (3R)-3-(3,4-dihydro-2H-1,4-benzoxazin-8-yl)piperidine-1-carboxylate O1CCNC2=C1C(=CC=C2)[C@@H]2CN(CCC2)C(=O)OC(C)(C)C